C(C)(=O)O[C@@H](CNC(C)=O)CCl (S)-N-(2-acetoxy-3-chloropropyl)acetamide